2,3,4-tris(benzyloxy)benzoic acid C(C1=CC=CC=C1)OC1=C(C(=O)O)C=CC(=C1OCC1=CC=CC=C1)OCC1=CC=CC=C1